(E)-N-(3'-(1-((5-cyclopropyl-1H-pyrazol-3-yl)amino)-1-oxopropan-2-yl)-4'-fluoro-[1,1'-biphenyl]-4-yl)-4-(dimethylamino)but-2-enamide C1(CC1)C1=CC(=NN1)NC(C(C)C=1C=C(C=CC1F)C1=CC=C(C=C1)NC(\C=C\CN(C)C)=O)=O